C(C=C)(=O)N=C=O Acryloyl monoisocyanate